ethyl 2-(4-bromo-5-methylindazol-1-yl)acetate BrC1=C2C=NN(C2=CC=C1C)CC(=O)OCC